1-[(1S)-1-[(3-nitro-4-quinolinyl)amino]ethyl]cyclopentanol [N+](=O)([O-])C=1C=NC2=CC=CC=C2C1N[C@@H](C)C1(CCCC1)O